5-Bromo-3-(trifluoromethyl)-1H-indazole BrC=1C=C2C(=NNC2=CC1)C(F)(F)F